2-Chloro-5-((trimethylsilyl)ethynyl)pyridine ClC1=NC=C(C=C1)C#C[Si](C)(C)C